5-Propyl-2-thiouracil C(CC)C=1C(NC(NC1)=S)=O